dioleyl-sebacic acid diamide C(CCCCCCC\C=C/CCCCCCCC)C(C(=O)N)(CCCCCCCC(=O)N)CCCCCCCC\C=C/CCCCCCCC